3-(azetidin-3-yl)-4-fluoro-1-methyl-1H-pyrazole N1CC(C1)C1=NN(C=C1F)C